O1C2=C(OCC1)C(=CC=C2)CN2CC(N(CC2)C2CC1(C2)CCN(CC1)C(=O)OC(C)(C)C)C1=C(C=CC=C1)C(C)C tert-butyl 2-(4-((2,3-dihydrobenzo[b][1,4]dioxin-5-yl) methyl)-2-(2-isopropylphenyl) piperazin-1-yl)-7-azaspiro[3.5]nonane-7-carboxylate